C12C(NCC2C1)=O 3-azabicyclo[3.1.0]hexane-2-one